N1N=CC2=CC=C(C=C12)C(CCC)S(=O)(=O)N (1H-indazol-6-yl)butane-1-sulfonamide